C1(=CC=CC2=CC=CC=C12)C1=CC=C(C=C1)C1=CC(=CC2=C1N=C(O2)C2=CC(=CC=C2)C=2C=NC=CC2)C2=CC=C(C=C2)C2=CC=CC1=CC=CC=C21 4,6-bis(4-naphthalen-1-yl-phenyl)-2-(3-pyridin-3-yl-phenyl)-benzoxazole